2-(6-oxaspiro[3.3]heptane-2-yloxy)acetic acid ethyl ester C(C)OC(COC1CC2(C1)COC2)=O